ClC=1C(=CC(=C(C(=O)NS(=O)(=O)N2[C@@H](CCCC2)C)C1)F)OCC1CCCC1 (R)-5-chloro-4-(cyclopentylmethoxy)-2-fluoro-N-((2-methylpiperidin-1-yl)sulfonyl)benzamide